dichloroiridium hydride Cl[IrH]Cl